ClCC(=O)N([C@@H](CC1=CC=CC=C1)C(=O)OCC(F)(F)F)C 2,2,2-Trifluoroethyl N-(2-chloroacetyl)-N-methyl-L-phenylalaninate